ClC=1C(=C(N[C@@H](C(=O)N2[C@@H]3CC([C@H]([C@@H]2C(=O)N[C@H](C[C@@H]2C(NCCC2)=O)C#N)CC3)(F)F)C)C=CC1)C (1S,3R,4S)-2-[(2R)-2-(3-chloro-2-methyl-anilino)propanoyl]-N-[(1R)-1-cyano-2-[(3R)-2-oxo-3-piperidyl]ethyl]-5,5-difluoro-2-azabicyclo[2.2.2]octane-3-carboxamide